C(C1=CC=CC=C1)N(CCC(=O)O)C=1SC(=C(N1)C=1C=C2C=CN(C2=CC1)S(=O)(=O)C1=CC=C(C)C=C1)CC(C)C 3-(benzyl-(5-isobutyl-4-(1-tosyl-1H-indol-5-yl)thiazol-2-yl)amino)propanoic acid